C(C)OP(OCC)(=O)C1=CC=C(C=C1)CCN1C(=NC2=C1C=CC(=C2)C#N)N (4-(2-(2-amino-5-cyano-1H-benzo[d]imidazol-1-yl)ethyl)phenyl)phosphonic acid diethyl ester